lead zirconium iron [Fe].[Zr].[Pb]